N1N=CC2=C(C=CC=C12)[C@@H]1N(C[C@H](CC1)C)C(C(=O)NC1=NC=CC=C1C(=O)N)=O [[2-[(2R,5S)-2-(1H-indazol-4-yl)-5-methyl-1-piperidyl]-2-oxo-acetyl]amino]pyridine-3-carboxamide